1-cyclohexylsulfonyl-1-(t-pentylsulfonyl)diazomethane C1(CCCCC1)S(=O)(=O)C(S(=O)(=O)C(C)(C)CC)=[N+]=[N-]